methyl 7-(1-((3S,5S)-1-(tert-butoxycarbonyl)-5-(((tert-butyldimethylsilyl)oxy)methyl)pyrrolidin-3-yl)-6-chloro-1,2,3,4-tetrahydroquinolin-8-yl)thieno[3,2-b]pyridine-2-carboxylate C(C)(C)(C)OC(=O)N1C[C@H](C[C@H]1CO[Si](C)(C)C(C)(C)C)N1CCCC2=CC(=CC(=C12)C1=C2C(=NC=C1)C=C(S2)C(=O)OC)Cl